(5-(4-(4-methylphenyl-sulfonyloxy)phenylsulfonyloxy-imino)-5H-thiophen-2-ylidene)-(2-methylphenyl)acetonitrile CC1=CC=C(C=C1)S(=O)(=O)OC1=CC=C(C=C1)S(=O)(=O)ON=C1C=CC(S1)=C(C#N)C1=C(C=CC=C1)C